1-(4-vinylbenzyl)-5,5'-methylenebis(1H-tetrazole) C(=C)C1=CC=C(CC(C2=NN=NN2)C2=NN=NN2)C=C1